4,4'-thio-bis(3-methyl-6-butylphenol) S(C1=C(C=C(C(=C1)CCCC)O)C)C1=C(C=C(C(=C1)CCCC)O)C